1-[(2R,4S)-4-(4-Amino-5-{2-[6-chloro-1-(difluoromethyl)-2-methyl-1,3-benzodiazol-5-yl]ethynyl}pyrrolo[2,3-d]pyrimidin-7-yl)-2-(methoxymethyl)pyrrolidin-1-yl]prop-2-en-1-one NC=1C2=C(N=CN1)N(C=C2C#CC2=CC1=C(N(C(=N1)C)C(F)F)C=C2Cl)[C@H]2C[C@@H](N(C2)C(C=C)=O)COC